C1(CC1)CN1C(C2=CC(=CC=C2CC1)C(=O)NC[C@@H](CN1CC2=CC=CC=C2CC1)O)=O (S)-2-(cyclopropylmethyl)-N-(3-(3,4-dihydroisoquinolin-2(1H)-yl)-2-hydroxypropyl)-1-oxo-1,2,3,4-tetrahydroisoquinoline-7-carboxamide